(2-methyl-vinyl-benzyl)trimethyl-ammonium bromide [Br-].CC=CC(C1=CC=CC=C1)[N+](C)(C)C